(4,5-dimethoxy-2-methyl-phenyl)decyl-triphenyl-phosphonium tert-butyl-4-bromo-2,2-dimethylbutanoate C(C)(C)(C)OC(C(CCBr)(C)C)=O.COC1=CC(=C(C=C1OC)CCCCCCCCCC[P+](C1=CC=CC=C1)(C1=CC=CC=C1)C1=CC=CC=C1)C